N-(1-(azetidin-1-ylmethyl)cyclopropyl)-2,2-difluoro-2-(3-fluoro-2-methylphenyl)acetamide N1(CCC1)CC1(CC1)NC(C(C1=C(C(=CC=C1)F)C)(F)F)=O